CN(C\C=C/1\C(N(CC1)C=1C=C2C(=NC=NC2=CC1)NC1=CC(=C(C=C1)OC1=CC=2N(C=C1)N=CN2)C)=O)C (E)-3-[2-(dimethylamino)ethylidene]-1-[4-[(3-methyl-4-[[1,2,4]triazolo[1,5-a]pyridin-7-yloxy]phenyl)amino]quinazolin-6-yl]pyrrolidin-2-one